(E)-N-(4-((3-chloro-4-(pyridin-2-ylmethoxy)phenyl)amino)-7-ethoxyquinolin-6-yl)-4-(dimethylamino)but-2-enamide ClC=1C=C(C=CC1OCC1=NC=CC=C1)NC1=CC=NC2=CC(=C(C=C12)NC(\C=C\CN(C)C)=O)OCC